2,3-bis(hydroxyimino)-4-methyl-pentanoic acid ethyl ester C(C)OC(C(C(C(C)C)=NO)=NO)=O